1-octyl-3,4-diphenyl-1H-pyrrole-2,5-dione C(CCCCCCC)N1C(C(=C(C1=O)C1=CC=CC=C1)C1=CC=CC=C1)=O